FC1=C(C=C(C=C1)[N+](=O)[O-])B1OC(C(O1)(C)C)(C)C 2-(2-Fluoro-5-nitro-phenyl)-4,4,5,5-tetramethyl-[1,3,2]dioxaborolane